3',4'-dimethoxy-2-(2H-tetrazol-5-yl)-[1,1'-biphenyl] COC=1C=C(C=CC1OC)C1=C(C=CC=C1)C=1N=NNN1